OC=1C=CC(=NC1)N1CCN(CC1)C(CCC=1SC=CC1)=O 1-[4-(5-Hydroxypyridin-2-yl)-piperazin-1-yl]-3-thiophen-2-yl-propan-1-one